ClC1=C2C=CN(C2=CC(=C1)NC1=NC(=CC(=C1)Cl)C#N)C(=O)OC(C)(C)C tert-butyl 4-chloro-6-((4-chloro-6-cyanopyridin-2-yl)amino)-1H-indole-1-carboxylate